C12CN(CC(CC1)N2)C=2C1=C(N=C(N2)OCC2(C(C2)(C)C)CN(C)C)CN(CC1)C1=CC(=CC2=CC=CC(=C12)Br)O 4-(4-(3,8-Diazabicyclo[3.2.1]oct-3-yl)-2-((1-((dimethylamino)methyl)-2,2-dimethylcyclopropyl)methoxy)-5,8-dihydropyrido[3,4-d]pyrimidin-7(6H)-yl)-5-bromonaphthalen-2-ol